S1C2=C(C(=C1)C(=O)OCC)CCC2 ethyl 5,6-dihydro-4H-cyclopenta[b]thiophene-3-carboxylate